FC=1C=NC(=NC1)C=1C=C2C(=NC=NC2=C(C1)OC)N[C@H](C)C=1N=NC(=CC1)C (R)-6-(5-fluoropyrimidin-2-yl)-8-methoxy-N-(1-(6-methylpyridazin-3-yl)ethyl)quinazolin-4-amine